CNC=1C=CC2=C(N(N=C2C1)C)C N,2,3-trimethyl-2H-indazol-6-amine